CC(C)(CCC)[O-].[Na+] Natrium 2-methylpentan-2-olat